Cl.NC\C=C(\CN1C(=NC2=C1C=CC=C2C=2C=C(C=CC2)S(=O)(=O)N(C)C)C(F)(F)F)/F (Z)-3-(1-(4-amino-2-fluorobut-2-en-1-yl)-2-(trifluoromethyl)-1H-benzo[d]imidazole-4-yl)-N,N-dimethylbenzenesulfonamide hydrochloride